1,4-dimethyl-benzotriazole CN1N=NC2=C1C=CC=C2C